ClC1=C(CN2C=3N(C4=CC=CC=C4C2=O)C=C(N3)C(=O)NCCO)C=CC=C1 4-(2-chlorobenzyl)-N-(2-hydroxyethyl)-5-oxo-4,5-dihydroimidazo[1,2-a]quinazoline-2-carboxamide